FC(OC1=CC=C(C=C1)N1CC2(CNC2)CC1)(F)F 6-[4-(trifluoromethoxy)phenyl]-2,6-diazaspiro[3.4]octane